4-((4-((2-ethyl-4-(6-methylpyridin-2-yl)thiazol-5-yl)oxy)pyridin-2-yl)amino)pyridine C(C)C=1SC(=C(N1)C1=NC(=CC=C1)C)OC1=CC(=NC=C1)NC1=CC=NC=C1